O=C(CCNCC1=NNC(C2=CC=CC=C12)=O)N1CCN(CC1)C1=NC=C(C=N1)C(F)(F)F 4-(((3-oxo-3-(4-(5-(trifluoromethyl)pyrimidin-2-yl)piperazin-1-yl)propyl)amino)methyl)phthalazin-1(2H)-one